2-Cyclopropyl-2-hydroxy-acetic acid benzyl ester C(C1=CC=CC=C1)OC(C(O)C1CC1)=O